2,3-dimercapto-propanesulfonate sodium salt [Na+].SC(CS(=O)(=O)[O-])CS